N1(CCCCC1)C1CCN(CC1)C1=C(C=NC2=CC=C(C=C12)OC(F)(F)F)S(=O)(=O)C1=CC=C(C=C1)[N+](=O)[O-] 4-([1,4'-bipiperidin]-1'-yl)-3-((4-nitrophenyl)sulfonyl)-6-(trifluoromethoxy)quinoline